ClC1=C(C=CC=C1)C1=CC=NO1 5-(2-chlorophenyl)isoxazole